(1R,5S,6R)-6-(1-isopropyl-3-((1s,4S)-4-(trifluoromethyl)cyclohexyl)-1H-1,2,4-triazol-5-yl)bicyclo[3.1.0]hexane-3-one C(C)(C)N1N=C(N=C1C1[C@H]2CC(C[C@@H]12)=O)C1CCC(CC1)C(F)(F)F